[C@H]12CN(C[C@H](CC1)N2)C2=NC(=NC1=C(C(=C(C=C21)Cl)C2=CC=CC1=CC=CC=C21)F)N2CC(C2)N(C)C ((R or S)-4-((1R,5S)-3,8-diazabicyclo[3.2.1]octan-3-yl)-6-chloro-8-fluoro-7-(naphthalen-1-yl)quinazolin-2-yl)-N,N-dimethyl-azetidin-3-amine